(S)-7-(1-(4-(Dimethylamino)but-2-ynoyl)piperidin-4-yl)-2-(4-phenoxyphenyl)-4,5,6,7-tetrahydropyrazolo[1,5-a]pyrimidine-3-carboxamide CN(CC#CC(=O)N1CCC(CC1)[C@@H]1CCNC=2N1N=C(C2C(=O)N)C2=CC=C(C=C2)OC2=CC=CC=C2)C